anilinofluoride N(C1=CC=CC=C1)F